(5'S,7a'R)-1-(3-fluorobenzoyl)-5'-(4-fluorophenyl)tetrahydro-3'H-spiro[piperidine-4,2'-pyrrolo[2,1-b]oxazol]-3'-one FC=1C=C(C(=O)N2CCC3(C(N4[C@H](O3)CC[C@H]4C4=CC=C(C=C4)F)=O)CC2)C=CC1